(S)-N-(azepan-3-yl)-4-(5-methyl-7H-pyrrolo[2,3-d]pyrimidin-4-yl)-3,4-dihydro-2H-1,4-thiazine-6-carboxamide hydrochloride Cl.N1C[C@H](CCCC1)NC(=O)C1=CN(CCS1)C=1C2=C(N=CN1)NC=C2C